CC=1CCC(C(C1)C=1C(=CC(=CC1O)CCCCC)O)C(=C)C 5'-methyl-4-pentyl-2'-(prop-1-en-2-yl)-1',2',3',4'-tetrahydro-[1,1'-biphenyl]-2,6-diol